ClC1=C(C(=C(C(=C1[N+](=O)[O-])[N+](=O)[O-])[N+](=O)[O-])Cl)Cl trichlorotrinitrobenzene